Cl.FC(C1NCCC1)F 2-(difluoro-methyl)pyrrolidine hydrochloride